ClC=1C=CC2=C(N(C3=C(N(C2=O)CCO)C=CC=C3)CCCNC/C=C/C(=O)OCC)C1 Ethyl (E)-4-({3-[3-chloro-10-(2-hydroxyethyl)-11-oxo-10,11-dihydro-5H-dibenzo[b,e][1,4]diazepin-5-yl]propyl}amino)but-2-enoate